ClC=1C=C2C=C(C=NC2=CC1)NC1=NC(=NC=C1)NC=1C=NC(=CC1OC)N1CCN(CC1)C1COC1 4-(6-chloro-3-quinolylamino)-2-{4-methoxy-6-[4-(3-oxetanyl)-1-piperazinyl]-3-pyridylamino}pyrimidine